[Na].N1(CCCCC1)C1=C(C=CC=C1)S(=O)(=O)N 2-piperidinyl-phenylsulfonamide sodium salt